(6-((dimethylamino)methyl)-5-(1-(tetrahydro-2H-pyran-4-yl)ethyl)pyridin-2-yl)cyclopropanecarboxamide CN(C)CC1=C(C=CC(=N1)C1(CC1)C(=O)N)C(C)C1CCOCC1